NC(C(=O)O)C(C)N 2,3-DIAMINOBUTYRIC ACID